O=C1N([C@H]2[C@H](O)[C@H](O)[C@@H](CO)O2)C2=NC(=NC(C2=N1)=O)N 8-Oxo-guanosine